7-(Piperidin-1-yl)-4H-pyrimido[1,2-B]pyridazin-4-one N1(CCCCC1)C=1C=CC=2N(N1)C(C=CN2)=O